C(C(=C)C)(=O)O.C(C(=C)C)(=O)OC methyl methacrylate (methacrylate)